S-(((2S,3R)-6,6,6-trifluoro-3-(((3S)-5-(3-fluorophenyl)-9-methyl-2-oxo-2,3-dihydro-1H-1,4-benzodiazepin-3-yl)carbamoyl)-2-(3,3,3-trifluoropropyl)hexanoyl)amino)-L-cysteine FC(CC[C@H]([C@@H](C(=O)NSC[C@H](N)C(=O)O)CCC(F)(F)F)C(N[C@@H]1C(NC2=C(C(=N1)C1=CC(=CC=C1)F)C=CC=C2C)=O)=O)(F)F